N-succinimidyl-4-(2-pyridylmercapto)pentanoic acid C1(CCC(N1N1C(C=CC=C1)SC(CCC(=O)O)C)=O)=O